(1-(5-chloropicolinoyl)piperidin-4-yl)(5-phenyl-4,5-dihydro-1H-pyrazol-1-yl)methanone ClC=1C=CC(=NC1)C(=O)N1CCC(CC1)C(=O)N1N=CCC1C1=CC=CC=C1